BrC1=C(C(=C(C(=C1F)F)F)F)S(=O)(=O)N(CC(=O)N(C1=C(C=C(C(=O)O)C=C1)OCC)CC1=CC(=CC(=C1)C1CC1)C1CC1)CC1=C(C=CC=C1)C#N 4-[[2-[(2-bromo-3,4,5,6-tetrafluoro-phenyl)sulfonyl-[(2-cyanophenyl)methyl]amino]acetyl]-[(3,5-dicyclopropylphenyl)methyl]amino]-3-ethoxy-benzoic acid